tert-butyl 2,2-dimethyl-3-[2-[(6-sulfamoyl-2-pyridyl)amino] ethyl]pyrrolidine-1-carboxylate CC1(N(CCC1CCNC1=NC(=CC=C1)S(N)(=O)=O)C(=O)OC(C)(C)C)C